FC1=NC(=CC=C1/C=C/C=C/C=1SC2=C(N1)C=CC(=C2)O)NC 2-((1E,3E)-4-(2-fluoro-6-(methylamino)pyridine-3-yl)buta-1,3-dienyl)benzo[d]thiazole-6-ol